FC1=C2C(N(C=NC2=CC(=C1)C=1C=C(C=2N(C1)C=C(N2)C)C#N)[C@@H]2COCC2)=O (S)-6-(5-fluoro-4-oxo-3-(tetrahydrofuran-3-yl)-3,4-dihydroquinazolin-7-yl)-2-methylimidazo[1,2-a]pyridine-8-carbonitrile